(5S)-1-[(R)-tert-Butylsulfinyl]-5-(3-methoxy-2-methyl-phenyl)pyrrolidin-3-one C(C)(C)(C)[S@@](=O)N1CC(C[C@H]1C1=C(C(=CC=C1)OC)C)=O